(R)-2-Ethyl-7-fluoro-2,3,4,5-tetrahydrobenzo[f][1,4]oxazepine hydrochloride Cl.C(C)[C@H]1OC2=C(CNC1)C=C(C=C2)F